lithium diethyl phosphate boron trifluoride B(F)(F)F.P(=O)(OCC)(OCC)[O-].[Li+]